N1(N=NN=C1)CCN(CCN1N=NN=C1)CCN1N=NN=C1 tris(2-(tetrazol-1-yl)ethyl)amine